(dimethylcyclopentadienyl)(2,7-di-t-butylfluorenyl)zirconium dichloride [Cl-].[Cl-].CC=1C(C=CC1)(C)[Zr+2]C1=C(C=CC=2C3=CC=C(C=C3CC12)C(C)(C)C)C(C)(C)C